N-(3-(6-(2-acetamidopyridin-4-yl)-2-(methylsulfinyl)pyrimidin-4-yl)-4-methylphenyl)-2-(trifluoromethyl)isonicotinamide C(C)(=O)NC1=NC=CC(=C1)C1=CC(=NC(=N1)S(=O)C)C=1C=C(C=CC1C)NC(C1=CC(=NC=C1)C(F)(F)F)=O